FC=1C(=CC2=CN(N=C2C1)C1CC(C1)C=O)NC(C1=NC(=CC=C1)C(F)(F)F)=O 2-N-(6-fluoro-2-((1s,3s)-3-formylcyclobutyl)-2H-indazol-5-yl)-6-(trifluoromethyl)picolinAmide